N-(4-(5-(6-(3-cyanopyrrolo[1,2-b]pyridazin-7-yl)-4-(isopropylamino)pyridin-3-yl)-1,3,4-thiadiazol-2-yl)bicyclo[2.2.1]hept-1-yl)acetamide C(#N)C1=CC=2N(N=C1)C(=CC2)C2=CC(=C(C=N2)C2=NN=C(S2)C21CCC(CC2)(C1)NC(C)=O)NC(C)C